6-methoxypyridine-2-carboxylic acid COC1=CC=CC(=N1)C(=O)O